C(C1=CC=CC=C1)OC1=C(C(=O)/C(=C\N(C)C)/OC2=C(C#N)C=CC=C2)C=CC=C1 ((E)-1-(2-Benzyloxybenzoyl)-2-(dimethylamino)vinyloxy)benzonitrile